C(C(C)C)C1=C(C=CC=C1)[C@H]1N(CCC1)C(=O)OC(C)(C)C tert-butyl (S)-2-(2-isobutylphenyl)pyrrolidine-1-carboxylate